NC1=C2C(=NC=N1)N(N=C2C2=CC=C1C=C(NC1=C2)C(=O)NC=2C=NOC2)C(C)(C)C 6-(4-amino-1-tert-butyl-pyrazolo[3,4-d]pyrimidin-3-yl)-N-isoxazol-4-yl-1H-indole-2-carboxamide